C(C)(C)C=1C=C(C=CC1)C1(CC1)C=1NC(C=2CN(CCCC2N1)C(CC=1C=C(C=CC1)C1=CC(=CC=C1)C(F)(F)F)=O)=O 2-(1-(3-isopropylphenyl)cyclopropyl)-6-(2-(3'-(trifluoromethyl)-[1,1'-biphenyl]-3-yl)acetyl)-3,5,6,7,8,9-hexahydro-4H-pyrimido[5,4-c]azepin-4-one